FC1=CC=C(C=C1)C1(CCN(CC1)C1=NC(=CN=C1)C1=CC=C(C=C1)C(F)(F)F)O 4-(4-fluorophenyl)-1-(6-(4-(trifluoromethyl)phenyl)pyrazin-2-yl)piperidin-4-ol